4-((2,2-difluoroethyl)(4-(5,6,7,8-tetrahydro-1,8-naphthyridin-2-yl)butyl)amino)-2-((5-fluoropyrimidin-2-yl)amino)butanoic acid FC(CN(CCC(C(=O)O)NC1=NC=C(C=N1)F)CCCCC1=NC=2NCCCC2C=C1)F